N-(5-((1R,5S)-1-(2,5-difluorophenyl)-2-azabicyclo[3.1.0]hexan-2-yl)pyrazolo[1,5-a]pyrimidin-3-yl)-3,3-difluoropyrrolidine-1-carboxamide FC1=C(C=C(C=C1)F)[C@@]12N(CC[C@H]2C1)C1=NC=2N(C=C1)N=CC2NC(=O)N2CC(CC2)(F)F